O1C(OCC1)C1=CC=C(C=C1)C1(CC(=CC=C1)N)N 1-[4-(1,3-Dioxolan-2-yl)phenyl]benzene-1,3-diamine